C(C)N1N=C(C=C1C1=NNC(=N1)C1=C2C=NN(C2=CC(=C1)C(=O)N)CCN1CC(OCC1C)CO)C 4-[3-(1-ethyl-3-methyl-1H-pyrazol-5-yl)-1H-1,2,4-triazol-5-yl]-1-{2-[2-(hydroxymethyl)-5-methylmorpholin-4-yl]ethyl}-1H-indazole-6-carboxamide